C(C)N1C2=NC(=NC(=C2N=C1C1=CC=NC=C1)N1CCOCC1)N1N=CC(=C1)C 4-(9-ethyl-2-(4-methyl-1H-pyrazol-1-yl)-8-(pyridin-4-yl)-9H-purin-6-yl)morpholine